BrC1=CC=2C(C3=CC=CC=C3C2C=C1)(O)CC(C)(C1=CC=CC=C1)C 2-bromo-9-(2-methyl-2-phenylpropyl)-9H-fluoren-9-ol